(R)-3-(2-(2-hydroxy-5-(trifluoromethyl)pyridin-3-yl)ethyl)piperazine-1-carboxylic acid tert-butyl ester C(C)(C)(C)OC(=O)N1C[C@H](NCC1)CCC=1C(=NC=C(C1)C(F)(F)F)O